(6,7-dichloro-1-methyl-1,3,4,5-tetrahydro-2H-pyrido[4,3-b]indol-2-yl)(4-hydroxypyrimidin-2-yl)methanone ClC1=C(C=CC=2C3=C(NC12)CCN(C3C)C(=O)C3=NC=CC(=N3)O)Cl